5-(4-bromophenyl)-1-(4-chlorophenyl)-N-hydroxy-1H-pyrazole-3-carboxamide BrC1=CC=C(C=C1)C1=CC(=NN1C1=CC=C(C=C1)Cl)C(=O)NO